6-Chloro-2-cyclohexyl-1-oxo-4-phenyl-1,2-dihydroisoquinoline-3-carboxylic Acid ClC=1C=C2C(=C(N(C(C2=CC1)=O)C1CCCCC1)C(=O)O)C1=CC=CC=C1